C[Si](N(S(=O)(=O)C(F)(F)F)[Si](C1=CC=CC=C1)(C)C)(C1=CC=CC=C1)C N,N-bis(dimethyl-(phenyl)silyl)-1,1,1-trifluoromethanesulfonamide